3-(4-(aminomethyl)phenyl)-6-((1-(2-fluoro-4-(thiophen-2-yl)benzyl)-4-hydroxypiperidin-4-yl)methyl)-2-methyl-2,6-dihydro-7H-pyrazolo[4,3-d]pyrimidin-7-one dihydrochloride Cl.Cl.NCC1=CC=C(C=C1)C=1N(N=C2C1N=CN(C2=O)CC2(CCN(CC2)CC2=C(C=C(C=C2)C=2SC=CC2)F)O)C